4-[(CYANOMETHYL)AMINO]BUTANOIC ACID C(#N)CNCCCC(=O)O